5-isopropyl-7,8-dihydropteridine-6(5H)-one C(C)(C)N1C=2C=NC=NC2NCC1=O